S-sulfoglutathione S(=O)(=O)(O)SC[C@H](NC(CC[C@H](N)C(=O)O)=O)C(=O)NCC(=O)O